C1(CCCCC1)C(=O)NC1=CC=C(C(=O)NNC(=O)C2C(CCCC2)C(=O)O)C=C1 2-(2-(4-(cyclohexanecarboxamido)benzoyl)hydrazine-1-carbonyl)cyclohexane-1-carboxylic acid